tert-butyl (1R,5S)-3-(7-chloro-8-fluoro-2-((1-(hydroxymethyl)cyclopropyl)methoxy)pyrido[4,3-d]pyrimidin-4-yl)-3,8-diazabicyclo[3.2.1]octane-8-carboxylate ClC1=C(C=2N=C(N=C(C2C=N1)N1C[C@H]2CC[C@@H](C1)N2C(=O)OC(C)(C)C)OCC2(CC2)CO)F